COC(OC)[SiH2]CCCN1CCCCC1 dimethoxymethyl-3-piperidinopropyl-silane